C1(CCCCC1)C(C=1C=NC2=CC=CC=C2N1)O 3-(cyclohexyl-(hydroxy)methyl)quinoxaline